[Cl-].C(CCCCCCCCCCCCC)[N+](C)(C)C myristyltri-methylammonium chloride